(S)-N-(2,4-dichlorobenzyl)-5-oxo-pyrrolidine-2-carboxamide ClC1=C(CNC(=O)[C@H]2NC(CC2)=O)C=CC(=C1)Cl